6-[6-[4-[2-(aminomethyl)-3,3-difluoro-allyl]-5-oxo-tetrazol-1-yl]-5-methyl-2-pyridyl]-1-methyl-3,4-dihydroquinolin-2-one trifluoroacetate FC(C(=O)O)(F)F.NCC(CN1N=NN(C1=O)C1=C(C=CC(=N1)C=1C=C2CCC(N(C2=CC1)C)=O)C)=C(F)F